CC1C(CCCC1)C(COC)(COC)CCC(C)(C)C 2-(2-methylcyclohexyl)-2-(3,3-dimethylbutyl)-1,3-dimethoxypropane